C(C)(C)(C)C1NCC2C1CN(C2)C2=CC(=C(C=C2)N)F tert-butyl-5-(4-amino-3-fluorophenyl)hexahydropyrrolo[3,4-c]pyrrole